3-Bromo-1-[(4-methylphenyl)sulfonyl]-7-nitro-1H-indole BrC1=CN(C2=C(C=CC=C12)[N+](=O)[O-])S(=O)(=O)C1=CC=C(C=C1)C